methyl 2-bromo-5-chloropyridine-4-carboxylate BrC1=NC=C(C(=C1)C(=O)OC)Cl